C(C)(C)(C)OC(=O)N(C1=NC=C(C(=O)O)C=C1)CC(F)(F)F 6-((tert-butoxycarbonyl)(2,2,2-trifluoroethyl)amino)nicotinic acid